C1(=CC=CC=C1)[C@@H](CC)NC(=O)C=1C=C(N2CCCCC12)C(=O)N[C@H](CC)C1=CC=CC=C1 5,6,7,8-tetrahydro-indolizine-1,3-dicarboxylic acid bis-[((R)-1-phenyl-propyl)-amide]